C(C1=CC=CC=C1)OCCCCN1CCC(CC1)(CC(OCCC(CCCCC)CCCCC)=O)CC(=O)O 2-(1-(4-(benzyloxy)butyl)-4-(2-oxo-2-((3-pentyloctyl)oxy)ethyl)piperidin-4-yl)acetic acid